CN(C1=CC=CC=C1)C Dimethylanilin